(2R)-1-Cyclopropyl-3-hydroxypropan-2-yl-(3R,4S)-3-{5-[4-amino-5-(trifluoromethyl)pyrrolo[2,1-f][1,2,4]triazin-7-yl]-2-methoxypyridin-3-amido}-4-fluoropyrrolidin-1-carboxylat C1(CC1)C[C@H](CO)OC(=O)N1C[C@H]([C@H](C1)F)NC(=O)C=1C(=NC=C(C1)C1=CC(=C2C(=NC=NN21)N)C(F)(F)F)OC